(S)-2-chloro-N-(6-(difluoromethyl)pyridazin-4-yl)-3-fluoro-8-methyl-8-(trifluoromethyl)-7,8-dihydro-6H-pyrazolo[1,5-a]pyrrolo[2,3-e]pyrimidine-6-carboxamide ClC1=NN2C(N=CC3=C2[C@](CN3C(=O)NC3=CN=NC(=C3)C(F)F)(C(F)(F)F)C)=C1F